ClCCN=C=O 2-Chloroethylisocyanat